ClC12CC3CC(CC(C1)C3)C2 5-chloroadamantane